O=C(CCCCCCCN(CCCCCCCC(=O)O)C(CN1CCCC1)=O)OC(CCC(CCCCC)CCCCC)=O 8-[[8-oxo-8-(4-pentylnonoyloxy)octyl]-(2-pyrrolidin-1-ylacetyl)amino]octanoic acid